3-(1'-(3-(1-ethyl-1H-pyrazol-4-yl)benzyl)-6-oxo-6,8-dihydro-2H,7H-spiro[furo[2,3-e]isoindole-3,4'-piperidin]-7-yl)piperidine-2,6-dione C(C)N1N=CC(=C1)C=1C=C(CN2CCC3(CC2)COC2=C4CN(C(C4=CC=C23)=O)C2C(NC(CC2)=O)=O)C=CC1